FC1=C(C=C(C=C1)F)C1=CC=C(C=C1)C(=O)O 2',5'-difluoro-[1,1-biphenyl]-4-carboxylic acid